C(C)(C)N([C@@H]1CC[C@@H]([C@@H](C1)NC(CCOCCNC(OC(C)(C)C)=O)=O)N1C([C@H](CC1)NC1=NC=NC2=CC=C(C=C12)C(F)(F)F)=O)C tert-butyl (2-(3-(((1R,2S,5R)-5-(isopropyl(methyl)amino)-2-((S)-2-oxo-3-((6-(trifluoromethyl)quinazolin-4-yl)amino)pyrrolidin-1-yl)cyclohexyl)amino)-3-oxopropoxy)ethyl)carbamate